2-thio-uridine triphosphate P(O)(=O)(OP(=O)(O)OP(=O)(O)O)OC[C@@H]1[C@H]([C@H]([C@@H](O1)N1C(=S)NC(=O)C=C1)O)O